BrC1=CC=2N(C=C1)N=NN2 7-bromotetrazolo[1,5-a]pyridine